FC1(CCC(CC1)NC1=NC(=NC(=N1)NC1CCC(CC1)(F)F)C1=NC=CC(=N1)CCOC)F N2,N4-bis(4,4-difluorocyclohexyl)-6-(4-(2-methoxyethyl)pyrimidin-2-yl)-1,3,5-triazine-2,4-diamine